The molecule is a trimethylbenzoate in which the three methyl substituents are located at positions 2, 4 and 6. It derives from a benzoate. It is a conjugate base of a 2,4,6-trimethylbenzoic acid. CC1=CC(=C(C(=C1)C)C(=O)[O-])C